Scandium oxalat C(C(=O)[O-])(=O)[O-].[Sc+3].C(C(=O)[O-])(=O)[O-].C(C(=O)[O-])(=O)[O-].[Sc+3]